(4-chlorophenyl)tropane ClC1=CC=C(C=C1)[C@]12CCC[C@H](CC1)N2C